BrC1=C(C2=C(S1)C(=C(S2)Br)C(=O)OCC(CCCCCCCC)CCCCCC)C(=O)OCC(CCCCCCCC)CCCCCC Bis(2-hexyldecyl) 2,5-dibromothieno[3,2-b]thiophene-3,6-dicarboxylate